N-(3-chloro-4-fluorophenyl)-2-(5-hydroxyoctahydropentalen-2-yl)-7-methyl-5,6,7,8-tetrahydroimidazo[1,2-a]pyrazine-3-carboxamide ClC=1C=C(C=CC1F)NC(=O)C1=C(N=C2N1CCN(C2)C)C2CC1CC(CC1C2)O